FC=1C=CC(=NC1)N1CCN(CC1)CC1=CC=C(CNC2=CC=CC=3N=NN(C(C32)=O)C3C(NC(CC3)=O)=O)C=C1 3-(5-((4-((4-(5-fluoropyridin-2-yl)piperazin-1-yl)methyl)benzyl)amino)-4-oxobenzo[d][1,2,3]triazin-3(4H)-yl)piperidine-2,6-dione